CC1(C(NN=C(S1)C=1C(=NC=CN1)C(C)NC(C1=CC(=CC(=C1)C(F)(F)F)C(F)(F)F)=O)=O)C N-(1-(3-(6,6-dimethyl-5-oxo-5,6-dihydro-4H-1,3,4-thiadiazin-2-yl)pyrazin-2-yl)ethyl)-3,5-bis(trifluoromethyl)benzamide